2-(4-((tert-butyldiphenylsilyl)oxy)butyl)-3,4-dihydro-1,8-naphthyridine-1(2H)-carboxylate [Si](C1=CC=CC=C1)(C1=CC=CC=C1)(C(C)(C)C)OCCCCC1N(C2=NC=CC=C2CC1)C(=O)[O-]